7-methyl-2-((7-methylcinnolin-6-yl)amino)-9-(piperidin-4-yl)-7,9-dihydro-8H-purin-8-one CN1C(N(C2=NC(=NC=C12)NC=1C=C2C=CN=NC2=CC1C)C1CCNCC1)=O